BrC=1N=C2C(=NC1)N(C=N2)C 5-bromo-1-methyl-1H-imidazo[4,5-b]pyrazine